3-((4-(dimethylphosphoryl)-6-fluoro-1-toluenesulfonyl-1H-indol-5-yl)oxy)benzothiamide CP(=O)(C)C1=C2C=CN(C2=CC(=C1OC=1C=C(C(N)=S)C=CC1)F)S(=O)(=O)CC1=CC=CC=C1